2,2-difluoro-N-methylcyclopropane-1-amine hydrochloride Cl.FC1(C(C1)NC)F